2-(4-((7-(((S)-1-hydroxyhex-3-yl)amino)-5-((methoxycarbonyl)amino)-1H-pyrazolo[4,3-d]Pyrimidin-1-yl)methyl)-3-methoxyphenyl)piperazine OCC[C@H](CCC)NC=1C2=C(N=C(N1)NC(=O)OC)C=NN2CC2=C(C=C(C=C2)C2NCCNC2)OC